COC1=C(C=CC=C1)N1CC(CC1=O)NC(=O)C1=NNC2=CC=CC=C12 N-[1-(2-methoxyphenyl)-5-oxopyrrolidin-3-yl]-1H-indazole-3-carboxamide